tert-Butyl 9-bromo-9-fluoro-2-azabicyclo[6.1.0]nonane-2-carboxylate BrC1(C2CCCCCN(C12)C(=O)OC(C)(C)C)F